C(#N)CC1(CN(C1)C1CCN(CC1)C(=O)C=1C=CC(=C(C#N)C1)OC)N1N=CC(=C1)C=1C2=C(N=CN1)NC=C2 5-[(4-{3-(cyanomethyl)-3-[4-(7H-pyrrolo[2,3-d]pyrimidin-4-yl)-1H-pyrazol-1-yl]azetidin-1-yl}piperidin-1-yl)carbonyl]-2-methoxybenzonitrile